2-chloro-5-(1-(pyrrolidin-1-yl)ethyl)pyridine ClC1=NC=C(C=C1)C(C)N1CCCC1